chlorobis(4-(tributylsilyl)phenyl)phosphine ClP(C1=CC=C(C=C1)[Si](CCCC)(CCCC)CCCC)C1=CC=C(C=C1)[Si](CCCC)(CCCC)CCCC